NC=1C(=NC(=C(N1)C1=CC=CC=C1)C=1C=CC=2N(C1)C(=CN2)C)C(=O)NC[C@@H]2N(CCC2)C (R)-3-amino-6-(3-methylimidazo[1,2-a]pyridin-6-yl)-N-((1-methylpyrrolidin-2-yl)methyl)-5-phenylpyrazine-2-carboxamide